(R)-3-(6,8-dihydro-5H-imidazo[5,1-c][1,4]oxazin-3-yl)-6-fluoro-1-(4-((3-methylmorpholino)methyl)phenyl)-1,4-dihydrothiochromeno[4,3-c]pyrazole 5,5-dioxide C=1N=C(N2C1COCC2)C=2C1=C(N(N2)C2=CC=C(C=C2)CN2[C@@H](COCC2)C)C=2C=CC=C(C2S(C1)(=O)=O)F